N1(CCOCC1)C1=CC=C2C(=N1)NC=C2C2=NC(=NC=C2C(F)(F)F)N2CCCC21CC(CCC1)N (4-(6-morpholinyl-1H-pyrrolo[2,3-b]pyridin-3-yl)-5-(trifluoromethyl)pyrimidin-2-yl)-1-azaspiro[4.5]decan-7-amine